2-methyl-N-(3-(4-(4-methyl-1H-indazol-5-yl)phenyl)propyl)pyrazolo[1,5-a]pyrimidine-6-carboxamide CC1=NN2C(N=CC(=C2)C(=O)NCCCC2=CC=C(C=C2)C=2C(=C3C=NNC3=CC2)C)=C1